1-((4-bromophenyl-2,3,5,6-d4)imino)tetrahydro-1H-1λ6-thiophene-1-oxide BrC1=C(C(=C(C(=C1[2H])[2H])N=S1(CCCC1)=O)[2H])[2H]